(N,N-dimethyltetradecylammonium) propanesulfonate C(CC)S(=O)(=O)[O-].C[NH+](C)CCCCCCCCCCCCCC